phosphonium tetraphenylphosphine bromide [Br-].C1(=CC=CC=C1)P(C1=CC=CC=C1)(C1=CC=CC=C1)C1=CC=CC=C1.[PH4+]